ClC1=C2C(=CN=CC2=CC=C1)C1=C(C=2N=C(N=C(C2C=N1)N1C[C@@H](N(CC1)C(=O)OCC1=CC=CC=C1)CC#N)OCCCN1[C@@H]2CO[C@H](C1)C2)F benzyl (2S)-4-[7-(5-chloro-4-isoquinolyl)-8-fluoro-2-[3-[(1S,4S)-2-oxa-5-azabicyclo[2.2.1]heptan-5-yl]propoxy]pyrido[4,3-d]pyrimidin-4-yl]-2-(cyanomethyl)piperazine-1-carboxylate